ClC=1N=C(N2C1C(=CC(=C2)S(=O)(=O)NC2(COC2)C)N2CC(NCC2)COC)C=2SC(=NN2)C(F)F 1-chloro-3-(5-(difluoromethyl)-1,3,4-thiadiazol-2-yl)-8-(3-(methoxymethyl)piperazin-1-yl)-N-(3-methyloxetan-3-yl)imidazo[1,5-a]pyridine-6-sulfonamide